BrC=1C=CC2=C(C3=C(N=CN=C3N)N2)N1 6-bromo-9H-pyrido[2',3':4,5]pyrrolo[2,3-d]pyrimidin-4-amine